FC(C(=O)O)(F)F.C[C@H]1[C@H](CNCC1)NC(C=C)=O N-((3R,4R)-4-methylpiperidin-3-yl)acrylamide trifluoroacetate